Cl.Cl.Cl.N1(CCCCC1)C1=C2N=CN(C2=NC=N1)CCC[C@H]1NCCC[C@@H]1O (2R,3S)-2-(3-(6-(piperidin-1-yl)-9H-purin-9-yl)propyl)piperidin-3-ol trihydrochloride